(2R,4R)-methyl-2-(4-nitrophenoxymethyl)-dioxolane-4-carboxylate COC(=O)[C@@H]1O[C@@H](OC1)COC1=CC=C(C=C1)[N+](=O)[O-]